[(3S)-3-(1H-1,2,4-Triazol-5-yl)pyrrolidin-1-yl]-[7-[[5-(trifluoromethyl)-2-pyridyl]methyl]-2,7-diazaspiro[3.4]octan-2-yl]methanone N1N=CN=C1[C@@H]1CN(CC1)C(=O)N1CC2(C1)CCN(C2)CC2=NC=C(C=C2)C(F)(F)F